C(C1=CC=CC=C1)N1N=CC(=C1)C1=NC=2N=C(N(C(C2N1)=O)CCC)NCCC1=CC=CC=C1 8-(1-Benzyl-1H-pyrazol-4-yl)-2-phenethylamino-1-propyl-1,7-dihydro-purin-6-one